N-(cyclohexylmethyl)-4-methoxy-7-(1-methyl-6-oxo-1,6-dihydropyridin-3-yl)-N-(3-(methylamino)-3-oxopropyl)benzo[b]thiophene-2-carboxamide C1(CCCCC1)CN(C(=O)C1=CC2=C(S1)C(=CC=C2OC)C2=CN(C(C=C2)=O)C)CCC(=O)NC